2,3-dimethyl-piperazine CC1NCCNC1C